tert-butyl 3-({2-[2-(tert-butoxy)-2-oxoethyl]-3-methylindazol-6-yl}amino)-3-(2,3-dichloro-6-fluorophenyl)pyrrolidine-1-carboxylate C(C)(C)(C)OC(CN1N=C2C=C(C=CC2=C1C)NC1(CN(CC1)C(=O)OC(C)(C)C)C1=C(C(=CC=C1F)Cl)Cl)=O